Cl.CC1(OB(OC1(C)C)C=C1CNCC1)C 3-((4,4,5,5-tetramethyl-1,3,2-dioxaborolan-2-yl)methylene)pyrrolidine, hydrochloride